N-(4-(1-isopropyl-4-(trifluoromethyl)-1H-imidazol-2-yl)benzyl)-2-(2-isopropylphenyl)-6,7-dihydro-5H-cyclopenta[d]pyrimidin-4-amine C(C)(C)N1C(=NC(=C1)C(F)(F)F)C1=CC=C(CNC=2C3=C(N=C(N2)C2=C(C=CC=C2)C(C)C)CCC3)C=C1